(3,3-dimethylbut-1-yn-1-yl)-5-(2-((2-methyl-2H-tetrazol-5-yl)amino)pyridin-4-yl)-1H-indazol-3-amine CC(C#CN1N=C(C2=CC(=CC=C12)C1=CC(=NC=C1)NC=1N=NN(N1)C)N)(C)C